C1=C(C=CC2=CC=CC=C12)NC(CNC([C@@H](N)CC(C)C)=O)=O leucyl-glycine-β-naphthylamide